1-(3,4-dimethylphenyl)-5-{[3-(hexahydropyridin-1-yl)propyl]oxy}-6-methyl-4,5-dihydro-1H-pyrazolo[3,4-d]pyrimidin-4-one CC=1C=C(C=CC1C)N1N=CC2=C1N=C(N(C2=O)OCCCN2CCCCC2)C